BrC=1C=C(C=C2CCN(CC12)C(=O)OC(C)(C)C)C=O tert-Butyl 8-bromo-6-formyl-3,4-dihydroisoquinoline-2(1H)-carboxylate